CN(C1=CC=C(/C=C/C=2OC(=CC(C2)=C(C#N)C#N)C)C=C1)C (E)-2-(2-(4-(dimethylamino)styryl)-6-methyl-4H-pyran-4-ylidene)malononitrile